tert-butyl (R)-(2-oxo-1-(1-(5-(trifluoromethyl)pyrimidin-2-yl)piperidin-4-yl)pyrrolidin-3-yl)carbamate O=C1N(CC[C@H]1NC(OC(C)(C)C)=O)C1CCN(CC1)C1=NC=C(C=N1)C(F)(F)F